[Al].[Ge].[Li] lithium germanium aluminum